tert-butyl (2-((7-oxo-7H-furo[3,2-g]chromen-4-yl)oxy)ethyl)carbamate O=C1OC2=CC3=C(C(=C2C=C1)OCCNC(OC(C)(C)C)=O)C=CO3